N[C@H]1C2N(CC1CC2)C(=O)C2=CC1=C(N(C(=N1)C=1N(C3=CC=CC=C3C1)CC1CC1)CC=1C=NN(C1)C=1C(=NC=C(C1)F)O)C(=C2)OC 3-[4-({5-[(7R)-7-amino-2-azabicyclo[2.2.1]heptane-2-carbonyl]-2-[1-(cyclopropylmethyl)-1H-indol-2-yl]-7-methoxy-1H-1,3-benzodiazol-1-yl}methyl)-1H-pyrazol-1-yl]-5-fluoropyridin-2-ol